FC1(CNC1)CO 3-fluoro-3-(hydroxymethyl)azetidin